BrCCCCCC#CCOC1OCCCC1 2-((8-bromooct-2-yn-1-yl)oxy)tetrahydro-2H-pyran